[bis(3,5-difluorophenyl)](4-hydroxy-3,5-dimethylphenyl)sulfonium trifluoromethanesulfonate FC(S(=O)(=O)[O-])(F)F.FC=1C=C(C=C(C1)F)[S+](C1=CC(=C(C(=C1)C)O)C)C1=CC(=CC(=C1)F)F